3,3-dideutero-3-(3,6-dichloropyrazolo[3,4-d]pyrimidin-1-yl)propan-1-ol [2H]C(CCO)(N1N=C(C=2C1=NC(=NC2)Cl)Cl)[2H]